CC1(OC2=CC(=CC(=C2[C@@]23C1(CCC(=C2)C)C3)O)CCCCC)C (1R)-9,9,13-Trimethyl-5-pentyl-8-oxatetracyclo[8.4.1.01,10.02,7]pentadeca-2,4,6,13-tetraen-3-ol